(2-{2-bromo-4-fluoro-5-[3-methyl-2,6-dioxo-4-(trifluoromethyl)-3,6-dihydropyrimidin-1(2H)-yl] phenoxy} phenoxy) acetate C(C)(=O)OOC1=C(C=CC=C1)OC1=C(C=C(C(=C1)N1C(N(C(=CC1=O)C(F)(F)F)C)=O)F)Br